2-imino-1,3-dimethylimidazolidin-4-one hydrochloride Cl.N=C1N(CC(N1C)=O)C